4,7-dihexylcarbazole C(CCCCC)C1=CC=CC=2NC3=CC(=CC=C3C12)CCCCCC